ClC=1C(=C(C=CC1)NC1=C2C(=NC(=C1)NC1=CC=C(C(=N1)C#N)C(F)F)NN(C2=O)C)OC 6-((4-((3-chloro-2-methoxyphenyl)amino)-2-methyl-3-oxo-2,3-dihydro-1H-pyrazolo[3,4-b]pyridin-6-yl)amino)-3-(difluoromethyl)pyridinecarbonitrile